(3R)-3-[4-(3-Oxocyclobutyl)phenyl]piperidine-2,6-dione O=C1CC(C1)C1=CC=C(C=C1)[C@@H]1C(NC(CC1)=O)=O